3-((4-(methoxycarbonyl)-2-methyl-1H-benzo[d]imidazol-6-yl)oxy)propanoic acid COC(=O)C1=CC(=CC=2NC(=NC21)C)OCCC(=O)O